methyl (1S*,4R*,6R*)-6-(3,5-bis(trifluoromethyl)phenyl)-3-(2-(thiophen-2-yl)acetyl)-2-oxa-3,5-diazabicyclo[2.2.2]oct-7-ene-5-carboxylate FC(C=1C=C(C=C(C1)C(F)(F)F)[C@H]1N([C@@H]2N(O[C@H]1C=C2)C(CC=2SC=CC2)=O)C(=O)OC)(F)F |o1:12,14,17|